2-amino-6-hydrazino-1H-benzisoquinoline-1,3(2H)-dione NN1C(C2=C3C(=C(C=C2CC1=O)NN)C=CC=C3)=O